3-chloro-4-(2-phenylallyl)phenol ClC=1C=C(C=CC1CC(=C)C1=CC=CC=C1)O